(S)-1-oxo-1-(((1r,4S)-4-(trifluoromethyl)cyclohexyl)methoxy)propan O=C(CC)OCC1CCC(CC1)C(F)(F)F